N-(3-aminopropyl)-N-methylcyclopropanecarboxamide NCCCN(C(=O)C1CC1)C